C(C)(=O)N1CCN(CC1)C1=C2N(C=3N(C1=O)N=C(N3)C3=CC=CC=C3)[C@@H](CC2)C(=O)NC2=CC=C(C=C2)C(F)(F)F (S)-6-(4-Acetylpiperazin-1-yl)-5-oxo-2-phenyl-N-(4-(trifluoromethyl)phenyl)-5,7,8,9-tetrahydropyrrolo[1,2-c][1,2,4]triazolo[1,5-a]pyrimidine-9-carboxamide